COC(NC(=O)C1=C(SC=C1)NC(C1=CC=C(C=C1)S(=O)(=O)N1C=CC=CC=C1)=O)=O 2-(4-(azepine-1-sulfonyl)benzamido)thiophene-3-carbonyl-carbamic acid methyl ester